2-(4-(trifluoromethoxy)phenyl)-1,2,3,4-tetrahydroquinoline FC(OC1=CC=C(C=C1)C1NC2=CC=CC=C2CC1)(F)F